C1(CC1)C1=C(C=CC(=C1)N1CCNCC1)NC1=NC=C(C(=N1)NCCCN1C(OC=CC1)=O)C#N 2-((2-cyclopropyl-4-(piperazin-1-yl)phenyl)amino)-4-((3-(2-oxo-1,3-oxazin-3-yl)propyl)amino)pyrimidine-5-carbonitrile